ethyl (S)-3-(benzyl((R)-1-phenylethyl)amino)-3-(3-(2-methylbenzyl)phenyl)propanoate C(C1=CC=CC=C1)N([C@@H](CC(=O)OCC)C1=CC(=CC=C1)CC1=C(C=CC=C1)C)[C@H](C)C1=CC=CC=C1